S1SCC=C1 3H-1,2-dithiole